C1=CC=CC=2C3=CC=CC=C3C(C12)COC(=O)NCC(=O)NCOCC(=O)N[C@@H](C)C(=O)OCC1=CC=CC=C1 benzyl (2-((2-((((9H-fluoren-9-yl) methoxy) carbonyl) amino) acetamido) methoxy) acetyl)-L-alaninate